C1(CC1)C1C(=NC=2N1C(N=C(C2)C(F)(F)F)=O)C2=NN1C(C=CC=C1)=C2S(=O)(=O)CC cyclopropyl-2-(3-ethylsulfonylpyrazolo[1,5-a]pyridin-2-yl)-7-(trifluoromethyl)imidazo[1,2-c]pyrimidin-5-one